2-(4-methoxyphenyl)formyloxy-1,3-propanediol COC1=CC=C(C=C1)C(=O)OC(CO)CO